COC=1C=C(C=CC1OC)C(/C=C/[C-]1C=CC=C1)=O.[C-]1(C=CC=C1)\C=C\C(C1=CC(=C(C=C1)OC)OC)=O.[Fe+2] 1,1'-bis[(E)-3-(3,4-dimethoxyphenyl)-3-oxopropenyl]Ferrocene